CN1N=NC2=C1C(=CC(=C2)C2=CC=C(C=C2)C2=C(C=CC=C2)C)C(=O)OC methyl 1-methyl-5-(2'-methyl-[1,1'-biphenyl]-4-yl)-1H-benzo[d][1,2,3]triazole-7-carboxylate